OC1(CCOCC1)CC(=O)N(CC(F)(F)F)C 2-(4-hydroxytetrahydro-2H-pyran-4-yl)-N-methyl-N-(2,2,2-trifluoroethyl)acetamide